(S)-N,N-dimethyl-3-(2-((7-(pyrrolidin-1-yl)-6,7,8,9-tetrahydro-5H-benzo[7]annulen-2-yl)amino)quinazolin-7-yl)benzenesulfonamide CN(S(=O)(=O)C1=CC(=CC=C1)C1=CC=C2C=NC(=NC2=C1)NC=1C=CC2=C(CC[C@H](CC2)N2CCCC2)C1)C